6-(methoxymethyl)-5-methylpicolinonitrile COCC1=C(C=CC(=N1)C#N)C